((1R,3R,4S)-3-hydroxy-4-(trifluoromethyl)cyclohexyl)-4-azaspiro[2.5]octane-7-carboxamide O[C@@H]1C[C@@H](CC[C@@H]1C(F)(F)F)C1CC12NCCC(C2)C(=O)N